[C-]#N.C(C)[NH+]1C(CCCC1)CCCC 1-Ethyl-2-butylpiperidinium cyanid